[4-methoxy-7-(tetrahydro-pyran-4-yl)-thiazolo[4,5-c]pyridin-2-yl]-amid COC1=NC=C(C2=C1N=C(S2)[NH-])C2CCOCC2